13-Chloro-19,21-difluoro-14-methoxy-16,16-dioxo-5-(trifluoromethyl)-9-oxa-16λ6-thia-4,17-diazatetracyclo[16.3.1.111,15.02,7]tricosa-1(21),2,4,6,11(23),12,14,18(22),19-nonaen-10-one ClC1=CC=2C(OCC3=CC(=NC=C3C3=C(C=C(C(NS(C(=C1OC)C2)(=O)=O)=C3)F)F)C(F)(F)F)=O